C1(CC1)S(=O)(=O)NC=1SC=C(N1)C(C(=O)NC1=CC=C(C=C1)C1=NC=CN=C1)C(C)C 2-(2-(cyclopropanesulfonylamino)thiazol-4-yl)-3-methyl-N-(4-(pyrazin-2-yl)phenyl)butanamide